(1R,3R,5R)-3-{[(3-chloro-6-methoxypyridin-2-yl)oxy]methyl}-2-azabicyclo[3.1.0]hexane hydrochloride Cl.ClC=1C(=NC(=CC1)OC)OC[C@@H]1N[C@@H]2C[C@@H]2C1